N-[(3S)-9-Fluoro-2-oxo-5-phenyl-1,3-dihydro-1,4-benzodi-azepin-3-yl]-2-[2-fluoro-6-(propan-2-ylamino)pyridin-3-yl]-pyrazolo[1,5-a]pyrimidine-3-carboxamide FC1=CC=CC=2C(=N[C@@H](C(NC21)=O)NC(=O)C=2C(=NN1C2N=CC=C1)C=1C(=NC(=CC1)NC(C)C)F)C1=CC=CC=C1